6-(piperazin-1-yl)pyridine-3-amine N1(CCNCC1)C1=CC=C(C=N1)N